OC1=C(C=CC(=C1)C)S[C@H]1[C@H](CCC1)C(=O)O |r| (1RS,2RS)-2-((2-Hydroxy-4-methylphenyl)thio)cyclopentane-1-carboxylic acid